glycylglycinyl-L-lysylglycinyl-L-lysine NCC(=O)NCC(=O)N[C@@H](CCCCN)C(=O)NCC(=O)N[C@@H](CCCCN)C(=O)O